C1(C=C1)C(=O)O 2-cyclopropene-1-carboxylic acid